FC(OC=1C=C(C=CC1)C=1C(=C2N(N1)CCC2)C2=CC1=C(N=CS1)C=C2)(F)F 6-(2-(3-Trifluoromethoxyphenyl)-5,6-dihydro-4H-pyrrolo[1,2-b]pyrazol-3-yl)benzo[d]thiazole